CC1NCC12CCC2 methyl-2-azaspiro[3.3]heptane